tert-butyl 9-{[(5,6-difluoro-1H-indol-3-yl)carbamoyl] formamido}-3-azaspiro[5.5]undecane-3-carboxylate FC=1C=C2C(=CNC2=CC1F)NC(=O)C(=O)NC1CCC2(CCN(CC2)C(=O)OC(C)(C)C)CC1